2-fluoro-N-(4-fluoro-2-hydroxyphenyl)-4-methylbenzamide FC1=C(C(=O)NC2=C(C=C(C=C2)F)O)C=CC(=C1)C